C(C)(C)(C)OC(=O)N1[C@@H](CC(C[C@@H]1C)CCO[C@@H]1CC[C@H](CC1)N)C (2r,6s)-4-(2-((trans-4-aminocyclohexyl)oxy)ethyl)-2,6-dimethylpiperidine-1-carboxylic acid tert-butyl ester